N-{4-difluoromethoxy-2-(2-dimethylaminoethyl-methylamino)-5-[4-(1-methylindol-3-yl)pyrimidin-2-yl]aminophenyl}-cis-2,4-pentadienoamide FC(OC1=CC(=C(C=C1NC1=NC=CC(=N1)C1=CN(C2=CC=CC=C12)C)NC(\C=C/C=C)=O)N(C)CCN(C)C)F